C12(CNCC(C1)C2)CN(C(OCC2=CC=CC=C2)=O)C benzyl N-(3-azabicyclo[3.1.1]heptan-1-ylmethyl)-N-methyl-carbamate